2,4,6-trimethylbenzeneacetic acid CC1=C(C(=CC(=C1)C)C)CC(=O)O